4-aminomethyl-1-piperidinesulfonic acid NCC1CCN(CC1)S(=O)(=O)O